ClC1=C2C(=NC=C1C1=C3C=NNC3=CC=C1)NCC21CCCC1 4'-Chloro-5'-(1H-indazol-4-yl)-1',2'-dihydrospiro[cyclopentane-1,3'-pyrrolo[2,3-b]pyridin]